ClC1=NN2C(N=CC=3[C@H](CCC(C23)(C)C)C(=O)NC=2C=NC(=C(C2)Cl)N2N=CC=N2)=C1 (S)-2-chloro-N-(5-chloro-6-(2H-1,2,3-triazol-2-yl)pyridin-3-yl)-9,9-dimethyl-6,7,8,9-tetrahydropyrazolo[1,5-a]quinazoline-6-carboxamide